FC1=CC=C(C=C1)N1CCN(CC1)CC[C@@H]1OC(C2(C1)CCN(CC2)C(=O)C=2N=NC=CC2)=O (R)-3-(2-(4-(4-fluorophenyl)piperazin-1-yl)ethyl)-8-(pyridazine-3-carbonyl)-2-oxa-8-azaspiro[4.5]Decan-1-one